CC1=C(C(=CC=C1)C)[Se]C(C(=O)C1=CC=CC=C1)[Se]C1=C(C=CC=C1C)C 2,2-Bis((2,6-dimethylphenyl)selanyl)-1-phenylethan-1-one